CC1=CC=C(C=C1)S(=O)(=O)O.C1(CCCCC1)(N)N racemic-cyclohexanediamine p-toluenesulfonate